S-propargyl-tetrahydrothiophene sulfonium salt [SH3+].C(C#C)S1CCCC1